((2'-(4-(4-chlorophenyl)piperazin-1-yl)-[2,4'-bipyrimidin]-4-yl)ethynyl)-1H-indazole ClC1=CC=C(C=C1)N1CCN(CC1)C1=NC=CC(=N1)C1=NC=CC(=N1)C#CN1N=CC2=CC=CC=C12